FC1=C(C=C(C=C1)[C@@H](NC(=O)N1[C@@H](C(NCC1)=O)C)[C@@H]1CC[C@@H](CC1)C(F)(F)F)C (2R)-N-((S)-(4-fluoro-3-methylphenyl)(cis-4-(trifluoromethyl)cyclohexyl)methyl)-2-methyl-3-oxopiperazine-1-carboxamide